COC(=O)N[C@H](C(=O)N1[C@@H]([C@H]2C([C@H]2C1)(C)C)C(=O)O)C(C)(C)C (1r,2S,5S)-3-[(2S)-2-(methoxycarbonylamino)-3,3-dimethyl-butyryl]-6,6-dimethyl-3-azabicyclo[3.1.0]hexane-2-carboxylic acid